ClC=1C=C(C=C(C1OCCCCl)Cl)C1(COC1)C1=CC=C(OCC(CN(C(OC(C)(C)C)=O)S(=O)(=O)C)=O)C=C1 tert-butyl (3-(4-(3-(3,5-dichloro-4-(3-chloropropoxy) phenyl)oxetan-3-yl) phenoxy)-2-oxopropyl)(methylsulfonyl)carbamate